7-fluoro-5-(7-fluoro-2H-indazol-5-yl)-2-methyl-indazol FC1=CC(=CC2=CN(N=C12)C)C1=CC2=CNN=C2C(=C1)F